ClC1=CNC2=NC=CN=C21 7-chloro-5H-pyrrolo[2,3-b]pyrazine